BrC1=C(C=C(C=C1)I)C[C@H](C(=O)OC(C)(C)C)[C@@H]1CN(CC1)C(=O)OC(C)(C)C tert-Butyl (3R)-3-[(1S)-1-[(2-bromo-5-iodo-phenyl)methyl]-2-tert-butoxy-2-oxo-ethyl]pyrrolidine-1-carboxylate